5,3'-dihydroxy-7,4'-dimethoxyflavone OC1=C2C(C=C(OC2=CC(=C1)OC)C1=CC(=C(C=C1)OC)O)=O